para-nitrobenzoic acid-2-dimethylaminoethyl ester CN(CCOC(C1=CC=C(C=C1)[N+](=O)[O-])=O)C